4,6-diallyl-N-octyl-1,3,5-triazine-2-amine C(C=C)C1=NC(=NC(=N1)CC=C)NCCCCCCCC